(1R,3S)-N1-methyl-N1-(4-(trifluoromethyl)phenyl)cyclopentane-1,3-diamine hydrochloride Cl.CN([C@H]1C[C@H](CC1)N)C1=CC=C(C=C1)C(F)(F)F